CC(C(C(CC(=O)OO)CCCC(C)C)(C)C)(CC)C 3-tetramethylbutyl-peroxyisononanoic acid